2-(1-(cyclopropylmethyl)-5-(quinolin-6-yl)-1H-indol-3-yl)acetic acid C1(CC1)CN1C=C(C2=CC(=CC=C12)C=1C=C2C=CC=NC2=CC1)CC(=O)O